ClC1=CC=C(C=C1)NC(C1=CC(=C(C=C1)C)I)=O N-(4-chlorophenyl)-3-iodo-4-methylbenzamide